FC=1C=C(C(=NC1)NC(C(C)(C)C)=O)SC N-(5-fluoro-3-methylthiopyridin-2-yl)trimethylacetamide